N-(4-{4-amino-5,7-dibromopyrrolo[2,1-f][1,2,4]triazin-6-yl}phenyl)-2-methylpropan-2-enamide NC1=NC=NN2C1=C(C(=C2Br)C2=CC=C(C=C2)NC(C(=C)C)=O)Br